C(=O)(O)[C@H](CC(=O)N1CC2=C(C(=CC(=C2C1)F)OC)Cl)C 2-((S)-3-carboxybutanoyl)-7-chloro-4-fluoro-6-methoxyisoindolin